FC=1C=C2C(C(=CN(C2=CC1N1[C@H](CCC1)COC1=NC=CC=C1C)C1=C(C=C(C=C1)O)F)C(=O)O)=O (R)-6-fluoro-1-(2-fluoro-4-hydroxy-phenyl)-7-(2-(((3-methyl-pyridin-2-yl)oxy)methyl)pyrrolidin-1-yl)-4-oxo-1,4-dihydro-quinoline-3-carboxylic acid